methyl 1-benzyl-4-bromo-1H-pyrrole-2-carboxylate C(C1=CC=CC=C1)N1C(=CC(=C1)Br)C(=O)OC